FC1=C(N=CC2=C1N=C(N=C2N(CCC(=O)N)C)OCC21CCCN1CCC2)C2=CC=CC1=CC=CC(=C21)F 3-((8-fluoro-7-(8-fluoronaphthalen-1-yl)-2-((hexahydro-1H-pyrrolizin-7a-yl)methoxy)pyrido[4,3-d]pyrimidin-4-yl)(methyl)amino)propanamide